FC(C1=C2C=NC=NC2=CC(=C1)C(F)(F)F)(F)F 5,7-bis(trifluoromethyl)quinazoline